N1=CC=CC=2C3=CC=CC=C3C3=C(C12)C=1C=CC=CC1N3 azaindolophenanthrene